C(#N)C1=C(C(=CC=C1)F)C=1C=CC(=NC1)CNC(OC(C)(C)C)=O tert-butyl ((5-(2-cyano-6-fluorophenyl)pyridin-2-yl)methyl)carbamate